methyl-3-(2-(4,4-difluoroazepan-1-yl)-1,8-naphthyridine-3-carboxamido)benzoate COC(C1=CC(=CC=C1)NC(=O)C=1C(=NC2=NC=CC=C2C1)N1CCC(CCC1)(F)F)=O